BrC=1C=C(C(=NC1)C(=O)OC)C methyl 5-bromo-3-methyl-2-pyridinecarboxylate